1,1-difluoro-6-azaspiro[3.4]octane FC1(CCC12CNCC2)F